C=1(C(=CN2C=CC=CC12)C(=O)O)C(=O)O indolizinedicarboxylic acid